C(C)(C)NC(O[C@H]1C[C@H](CC1)C=1NN=C(C1)NC(=O)[C@H]1[C@@H](C1)C1=C(C(=CC(=C1)OC)OCC1=CC=CC=C1)C1OCCO1)=O (1R,3S)-3-(5-{trans-2-[3-(benzyloxy)-2-(1,3-dioxolan-2-yl)-5-methoxyphenyl]cyclopropaneamido}-2H-pyrazol-3-yl)cyclopentyl N-isopropylcarbamate